C(C)(=O)O[C@@H]1[C@H](O[C@H]([C@@H]1OC(C)=O)N1C=2N=C(NC(C2N=C1)=O)NC(C(C)C)=O)CO [(2R,3R,4R,5R)-4-Acetoxy-2-(hydroxymethyl)-5-[2-(2-methyl-propanoyl-amino)-6-oxo-1H-purin-9-yl]tetrahydrofuran-3-yl] acetate